COC(C1=CC(=C(C=C1)S(=O)(=O)CC1=NN(C=C1)C)I)=O.IC=1C=C(C(=O)O)C=CC1S(=O)(=O)CC1=NN(C=C1)C 3-iodo-4-(((1-methyl-1H-pyrazol-3-yl)methyl)sulfonyl)benzoic acid Methyl-3-iodo-4-(((1-methyl-1H-pyrazol-3-yl)methyl)sulfonyl)benzoate